OC1C(CSC2=CC=CC=C12)C1N2C(C3=CC=CC=C13)=CN=C2 4-hydroxy-3-(5H-imidazo[5,1-a]isoindol-5-yl)thiochromane